C(C)(C)(C)OC(=O)N1CCC(CC1)N1CCNCC1 4-(piperazin-1-yl)piperidine-1-carboxylic acid tert-butyl ester